4-(4-Methoxy-2-nitro-phenyl)morpholine COC1=CC(=C(C=C1)N1CCOCC1)[N+](=O)[O-]